CC1=NN=C(C2=CC(=CC=C12)N1CCOCC1)NC(C)C1=C(C(=CC(=C1)[N+](=O)[O-])C(F)(F)F)C 4-methyl-N-(1-(2-methyl-5-nitro-3-(trifluoromethyl)phenyl)ethyl)-7-morpholinophthalazin-1-amine